C(C)(C)(C)OC(=O)N1CC2=CC(=CC=C2CC1)NC1=C(C=NC2=NC(=CC=C12)OC)C(=O)OCC ethyl 4-((2-(tert-butoxycarbonyl)-1,2,3,4-tetrahydroisoquinolin-7-yl)amino)-7-methoxy-1,8-naphthyridine-3-carboxylate